4-(4-((1S,5R,6S)-6-(hydroxymethyl)-3,8-diazabicyclo[3.2.1]octan-3-yl)-2-(((S)-1-methylpyrrolidin-2-yl)methoxy)-5,8-dihydropyrido[3,4-d]pyrimidin-7(6H)-yl)naphthalen-2-ol OC[C@@H]1[C@@H]2CN(C[C@H](C1)N2)C=2C1=C(N=C(N2)OC[C@H]2N(CCC2)C)CN(CC1)C1=CC(=CC2=CC=CC=C12)O